CC(C1=CC=CC=C1)(C)NC([O-])=O α,α-Dimethylbenzylcarbamat